tert-butyl [(1R)-1-{3-[1,1-difluoro-2-hydroxy-2-methylbutyl]-2-fluorophenyl}ethyl]carbamate FC(C(CC)(C)O)(F)C=1C(=C(C=CC1)[C@@H](C)NC(OC(C)(C)C)=O)F